BrC=1C(=C(OC(C(=O)O)C2=CC=CC=C2)C=C(C1Cl)F)C=C 2-(3-bromo-4-chloro-5-fluoro-2-vinylphenoxy)-2-phenylacetic acid